FC(C1=CC=C(C(=N1)OC)[C@@H]1[C@@H](O[C@]([C@@H]1C)(C(F)(F)F)C)C(=O)NC1=CC(=NC=C1)C(=O)N)F (2R,3R,4R,5R)-4-[[3-[6-(Difluoromethyl)-2-methoxy-3-pyridyl]-4,5-dimethyl-5-(trifluoromethyl)tetrahydrofuran-2-carbonyl]amino]pyridin-2-carboxamid